NC1=C(SC2=NC(=CC=C21)C)C(=O)N[C@H]2COC1=C(C2)C=C(C(=C1)N1CC2CCC(C1)N2)F 3-amino-N-[(3R)-7-{3,8-diazabicyclo[3.2.1]octan-3-yl}-6-fluoro-3,4-dihydro-2H-1-benzopyran-3-yl]-6-methylthieno[2,3-b]pyridine-2-carboxamide